ClC1=C(CNC(CN2N=C(C=CC2=O)C=2C=NN(C2)C)=O)C=CC=C1 N-(2-chlorobenzyl)-2-(3-(1-methyl-1H-pyrazol-4-yl)-6-oxopyridazin-1(6H)-yl)acetamide